trans-adamantaneamine C12(CC3CC(CC(C1)C3)C2)N